3,4,5-trimethoxy-amphetamine COC=1C=C(CC(N)C)C=C(C1OC)OC